N[C@@H]1CC=CC[C@H]1C1=C(C2=NC(=CC(=C2S1)NCC=1SC=CC1)Cl)I 2-((1r,6r)-6-aminocyclohex-3-en-1-yl)-5-chloro-3-iodo-N-(thiophen-2-ylmethyl)thieno[3,2-b]pyridin-7-amine